CN1C(C2=C(C(=C1)C1=CC(N(C=C1C1=CC(=CC=C1)COC(F)(F)F)C)=O)C=C(N2S(=O)(=O)C2=CC=C(C)C=C2)C=2C=NN(C2)C(F)(F)F)=O 6-methyl-4-(1-methyl-2-oxo-5-(3-((trifluoromethoxy)methyl)phenyl)-1,2-dihydropyridin-4-yl)-1-tosyl-2-(1-(trifluoromethyl)-1H-pyrazol-4-yl)-1,6-dihydro-7H-pyrrolo[2,3-c]pyridin-7-one